C1(CCCCC1)CC=1C=C(C=C(C1OC)C1=CC=CC=C1)N(N)C(=O)OC(C)(C)C tert-butyl 1-(5-(cyclohexylmethyl)-6-methoxy-[1,1'-biphenyl]-3-yl)hydrazinecarboxylate